2,2-dicyclopentyl-7,7-dimethylazepine C1(CCCC1)C1(NC(C=CC=C1)(C)C)C1CCCC1